BrC=1C=C(C=2C(=CNC2C1)SC1=CC=C(C=C1)C(F)(F)F)C(=O)O 6-bromo-3-((4-(trifluoromethyl)phenyl)mercapto)-1H-indole-4-carboxylic acid